BrC1=CC(=C(C=C1)I)OC 4-bromo-1-iodo-2-methoxybenzene